2-(sec-butyl)-1-(1-methyl-6-oxo-1,6-dihydropyridine-3-carbonyl)-1,4-dihydropyrido[3,4-b]pyrazin-3(2H)-one C(C)(CC)C1N(C2=C(NC1=O)C=NC=C2)C(=O)C2=CN(C(C=C2)=O)C